(S)-1-(5-(6-chloro-3-(1H-imidazol-1-yl)-5-methoxy-1-methyl-1H-pyrrolo[3,2-b]pyridin-2-yl)-1H-1,2,4-triazol-3-yl)-N,N-dimethylethan-1-amine ClC=1C=C2C(=NC1OC)C(=C(N2C)C2=NC(=NN2)[C@H](C)N(C)C)N2C=NC=C2